NCC=1C=C(C=CC1)C=1C=C(C2=C(C(=CO2)COC2=C(C=CC=C2)CC(=O)OCC)C1)C1=CC=CC=C1 ethyl 2-(2-((5-(3-(aminomethyl)phenyl)-7-phenylbenzofuran-3-yl)methoxy)phenyl)acetate